C(C)(C)C1=C(C=CC(=C1)OC)C#CC=1SC=C(N1)S(=O)(=O)NC1=C(C=C(C(=O)OC)C=C1)OC methyl 4-{2-[2-(2-isopropyl-4-methoxyphenyl)ethynyl]-1,3-thiazole-4-sulfonamido}-3-methoxybenzoate